bis(t-butylimino)bis(dimethylamino)molybdenum (VI) C(C)(C)(C)N=[Mo](N(C)C)(N(C)C)=NC(C)(C)C